diphenyl-(5-phenyl-4-(2-phenyl-1-naphthyl)-1H-pyrazol-3-yl)phosphine oxide C1(=CC=CC=C1)P(C1=NNC(=C1C1=C(C=CC2=CC=CC=C12)C1=CC=CC=C1)C1=CC=CC=C1)(C1=CC=CC=C1)=O